3,3',4,4',5-pentabromodiphenyl ether C1=CC(=C(C=C1OC2=CC(=C(C(=C2)Br)Br)Br)Br)Br